Racemic-trans-3-({5-[N-(2-cyclopropyl-4-iodo-5-methylphenyl)but-2-ynamido]-1-methylpyrazolo[4,3-b]pyridin-3-yl}oxy)cyclopentane-1-carboxylic acid C1(CC1)C1=C(C=C(C(=C1)I)C)N(C(C#CC)=O)C1=CC=C2C(=N1)C(=NN2C)O[C@@H]2C[C@H](CC2)C(=O)O |r|